FC=1C=CC(=C(OC2=C(C=C(C=C2)S(=O)(=O)C)C=2C3=C(C(N(C2)C)=O)NC=C3)C1)C 4-[2-(5-fluoro-2-methylphenoxy)-5-(methylsulfonyl)phenyl]-6-methyl-1,6-dihydro-7H-pyrrolo[2,3-c]pyridin-7-one